C(C)(C)C1=C(C=C(C=O)C=C1OCOC)OCOC 4-isopropyl-3,5-bis[(methoxymethyl)oxy]Benzaldehyde